ClC=1C(=C(C=CC1)C1=CC=C2CCC(C2=C1)C(=O)O)OCC1CCCC1 6-(3-chloro-2-(cyclopentylmethoxy)phenyl)-2,3-dihydro-1H-indene-1-carboxylic acid